C[C@@H]1[C@@H](N=C2N1C1=CC=C(C=C1C(N2CC=2C=NN(C2)C)=O)S(NC2(CC2)C)(=O)=O)C(=O)OC Methyl (1R,2R)-1-methyl-4-((1-methyl-1H-pyrazol-4-yl)methyl)-7-(N-(1-methylcyclopropyl)sulfamoyl)-5-oxo-1,2,4,5-tetrahydroimidazo[1,2-a]quinazoline-2-carboxylate